Phosphoric acid mono-{2-chloro-6-oxo-1-propyl-8-[1-(3-trifluoromethyl-benzyl)-1H-pyrazol-4-yl]-1,6-dihydro-purin-9-ylmethyl} ester ClC=1N(C(C=2N=C(N(C2N1)COP(O)(O)=O)C=1C=NN(C1)CC1=CC(=CC=C1)C(F)(F)F)=O)CCC